NCCNC1=CC=2C(C3=CC=CC=C3C(C2C=C1)=O)=O 2-(aminoethylamino)anthraquinone